OC12CC(C1)C2 hydroxybicyclo[1.1.1]pentan